C(C)N1C[C@@H](CCC1)NC1=NN=C(C=2N1C=CC2)C2=C(C=C(C=C2F)OC([2H])([2H])[2H])O (R)-2-(4-((1-ethylpiperidin-3-yl)amino)pyrrolo[1,2-d][1,2,4]triazin-1-yl)-3-fluoro-5-(methoxy-d3)phenol